ClC1=CC2=C(N(C(N=C2N2C3(CC3)CN(CC2)C(=O)OC(C)(C)C)=O)C=2C(=NC=CC2C)C(C)C)N=C1C1=C(C=CC=C1)F tert-butyl 4-(6-chloro-7-(2-fluorophenyl)-1-(2-isopropyl-4-methylpyridin-3-yl)-2-oxo-1,2-dihydropyrido[2,3-d]pyrimidin-4-yl)-4,7-diazaspiro[2.5]octane-7-carboxylate